(R)-4-(7-isopropyl-2-(1H-pyrazol-3-yl)-6,7,8,9-tetrahydro-2H-1,2,3,7-tetraazabenzo[cd]azulen-4-yl)-3-methylmorpholine formate C(=O)O.C(C)(C)N1CC=2C3=C(N(N=C3CC1)C1=NNC=C1)N=C(C2)N2[C@@H](COCC2)C